2-(2-methoxyphenyl)benzothiazole COC1=C(C=CC=C1)C=1SC2=C(N1)C=CC=C2